C[C@@]12C[C@@H](C[C@@H](CC1)N2C)OC2=NN=C(S2)C2=C(C=C(C=C2)N2C=NC=C2)O 2-(5-(((1S,3R,5R)-1,8-dimethyl-8-azabicyclo[3.2.1]octan-3-yl)oxy)-1,3,4-thiadiazol-2-yl)-5-(1H-imidazol-1-yl)phenol